PYRANO[2,3-B]INDOLE-2-ONE O1C(C=CC2=C1NC1=CC=CC=C21)=O